2-(2-hydroxynaphthalen-1-yl)-2,3-dihydroquinazolin-4(1H)-one OC1=C(C2=CC=CC=C2C=C1)C1NC2=CC=CC=C2C(N1)=O